N-(Biphenyl-4-ylmethyl)-4-methyl-2-(2-(4-methylpiperazin-1-yl)ethoxy)-1H-imidazole-1-carboxamide C1(=CC=C(C=C1)CNC(=O)N1C(=NC(=C1)C)OCCN1CCN(CC1)C)C1=CC=CC=C1